N-tetradecyl-2-(3,4-bis-(tert-butylcarbonyloxy)-phenyl)-3,7-bis-(tert-butylcarbonyloxy)-quinolin-4-one C(CCCCCCCCCCCCC)N1C(=C(C(C2=CC=C(C=C12)OC(=O)C(C)(C)C)=O)OC(=O)C(C)(C)C)C1=CC(=C(C=C1)OC(=O)C(C)(C)C)OC(=O)C(C)(C)C